3-(3,4,5-trifluorophenoxy)-N-(3-(S-methylsulfonimidoyl)phenyl)-6-(trifluoromethyl)pyridazine-4-carboxamide FC=1C=C(OC=2N=NC(=CC2C(=O)NC2=CC(=CC=C2)S(=O)(=N)C)C(F)(F)F)C=C(C1F)F